ClN1C(=C(C2=CC(=CC(=C12)F)OC)C=1C=NNC1)C1=NNC(=N1)C(F)(F)F chloro-7-fluoro-5-methoxy-3-(1H-pyrazol-4-yl)-2-(5-(trifluoromethyl)-1H-1,2,4-triazol-3-yl)-1H-indole